ClC=1C=C(OCC(=O)N(C)C2CC(C2)O)C=CC1C=1N(C2=NC=NC(=C2N1)OC1(CC1)C)CC1=NC=CC(=C1)C 2-(3-chloro-4-(6-(1-methylcyclopropoxy)-9-((4-methylpyridin-2-yl)methyl)-9H-purin-8-yl)phenoxy)-N-((1s,3s)-3-hydroxycyclobutyl)-N-methylacetamide